C(C)OC(C(C(=O)OCC)C1=C(C=C(C=C1)C#N)C(F)(F)F)=O 2-(4-cyano-2-(trifluoromethyl)phenyl)propanedioic acid diethyl ester